(3S)-3-(2-((2-(4-(1-(3-aminopropyl)-2-methyl-1H-pyrazol-2-ium-4-yl) phenoxy)-2-carboxyethoxy) imino)-2-(2-aminothiazol-4-yl) acetamido)-2,2-dimethyl-4-oxoazetidin-1-yl sulfate S(=O)(=O)(ON1C([C@@H](C1=O)NC(C(C=1N=C(SC1)N)=NOCC(C(=O)O)OC1=CC=C(C=C1)C=1C=[N+](N(C1)CCCN)C)=O)(C)C)[O-]